6-chloro-4-vinyl-pyrazolo[1,5-a]pyrazine ClC=1N=C(C=2N(C1)N=CC2)C=C